FC=1C=C(C=C(C1[Si](C)(C)C)F)NC(=O)[C@@H]1N(CCOC2=C1C=CC(=C2)OC)C(CC2=CC(=NO2)O)=O (5R)-N-(3,5-difluoro-4-(trimethylsilyl)phenyl)-4-((3-hydroxy-1,2-oxazol-5-yl)acetyl)-8-methoxy-2,3,4,5-tetrahydro-1,4-benzoxazepine-5-carboxamide